FC(C=1C(=C(C=CC1)[C@@H](C)NC1=NN=C(C=2C1=CN(C(C2)=O)C2(CC2)C(=O)N(C)C)C)F)F (R)-1-(4-((1-(3-(difluoromethyl)-2-fluorophenyl)ethyl)amino)-1-methyl-7-oxopyrido[3,4-d]pyridazin-6(7H)-yl)-N,N-dimethylcyclopropane-1-carboxamide